3-(3-chloro-4-fluorophenyl)-1-(1-(7-methoxy-1-oxo-1,2-dihydroisoquinolin-4-yl)ethyl)-1-methyl-urea ClC=1C=C(C=CC1F)NC(N(C)C(C)C1=CNC(C2=CC(=CC=C12)OC)=O)=O